methyl 1-[2-(6-azaspiro[3.5]nonan-6-yl)ethyl]-2-oxo-pyridine-3-carboxylate C1CCC12CN(CCC2)CCN2C(C(=CC=C2)C(=O)OC)=O